NC=1C(=C(OC=2C=CC(=C(C#N)C2)F)C(=CC1[N+](=O)[O-])F)Br 5-(3-amino-2-bromo-6-fluoro-4-nitrophenoxy)-2-fluorobenzonitrile